N-(2,2,2-trifluoroethyl)propan-2-amine HCl Cl.FC(CNC(C)C)(F)F